C(CC=C)OC=1C=2N(C=C(N1)C1=CN=C(S1)C(C)NCC)C=CN2 1-(5-(8-(but-3-en-1-yloxy)imidazo[1,2-a]pyrazin-6-yl)thiazol-2-yl)-N-ethylethan-1-amine